C(#N)C=1C(=C(C(=O)N)C(=CC1)F)C 3-cyano-6-fluoro-2-methylbenzamide